NC(CC(CCCCCCCCCCCCCCCCC)N)C 1-(2-Aminopropyl)-stearylamin